Ethylene glycol bis(4-hydroxyphenyl) ether OC1=CC=C(C=C1)OCCOC1=CC=C(C=C1)O